COC(=O)C=1C(=C(C(=NC1C)OCCN)C(=O)O)C1=C(C=CC=C1)Cl 2-[2-Aminoethoxy]-4-(2-chlorophenyl)6-methyl-3,5-pyridinedicarboxylic acid 5-methyl ester